CS(=O)C=1N=NC(=CN1)C1=C2C=NN(C2=C(C=C1)N1N=CC=C1)COCC[Si](C)(C)C 4-(3-methanesulfinyl-1,2,4-triazin-6-yl)-7-(pyrazol-1-yl)-1-{[2-(trimethylsilyl)ethoxy]methyl}-indazole